3-(5-fluoro-4-(1-(piperidin-4-ylmethyl)-1H-pyrazol-4-yl)-1H-indazol-1-yl)piperidine-2,6-dione FC=1C(=C2C=NN(C2=CC1)C1C(NC(CC1)=O)=O)C=1C=NN(C1)CC1CCNCC1